N-methyl-4-oxoazetidine-2-carboxamide CNC(=O)C1NC(C1)=O